FC(OC1=C(C=C(C=C1)O)C1=NN(C=C1N1CC=C2N1C=CC=N2)C)F N-(3-(2-(difluoromethoxy)-5-hydroxyphenyl)-1-methyl-1H-pyrazol-4-yl)pyrazolo[1,5-a]pyrimidine